2-hydroxy-2-methyl-1-(4-morpholinophenyl)propan-1-one OC(C(=O)C1=CC=C(C=C1)N1CCOCC1)(C)C